NC1=C2NC(N(C2=NC(=N1)OCCCC)CC1=CC=C(CN2CCC(CC2)CCNC(OC(C)(C)C)=O)C=C1)=O tert-butyl 2-(1-(4-((6-amino-2-butoxy-8-oxo-7H-purin-9(8H)-yl)methyl)benzyl)piperidin-4-yl)ethylcarbamate